O=C1NC(CCC1C=1C=C(C=CC1)N1CCC(CC1)N(C)CC1CCC(CC1)C=1N=C2N(C=C(C(=C2)OC(C)C)NC(=O)C2=NC(=CC=C2)C(F)(F)F)C1)=O N-[2-[4-[[[1-[3-(2,6-dioxo-3-piperidinyl)phenyl]-4-piperidinyl]-methyl-amino]methyl]cyclohexyl]-7-isopropoxy-imidazo[1,2-a]pyridin-6-yl]-6-(trifluoromethyl)pyridine-2-carboxamide